N-(4-methyl-3-(7-methyl-2-((trideuteromethyl)amino)pyrido[2,3-d]pyrimidin-6-yl)phenyl)-2-(trifluoromethyl)isonicotinamide CC1=C(C=C(C=C1)NC(C1=CC(=NC=C1)C(F)(F)F)=O)C1=CC2=C(N=C(N=C2)NC([2H])([2H])[2H])N=C1C